C(N)(O)=O.CC1(OB(OC1(C)C)C=1CCN(CC1)C(=O)OC(C)(C)C)C tert-butyl 4-(4,4,5,5-tetramethyl-1,3,2-dioxaborolan-2-yl)-3,6-dihydro-2H-pyridine-1-carboxylate carbamate